(Z)-1-(2-Ethyl-4-(1-(4-(trifluoromethoxy)phenyl)-1H-1,2,4-triazol-3-yl)phenyl)-3-(3-(2-isopropyl-5-(propylamino)phenyl)-4-oxothiazolidin-2-ylidene)urea C(C)C1=C(C=CC(=C1)C1=NN(C=N1)C1=CC=C(C=C1)OC(F)(F)F)NC(=O)\N=C\1/SCC(N1C1=C(C=CC(=C1)NCCC)C(C)C)=O